(methoxymethyl)-2,7-dimethyl-1,4,7,10-tetraazacyclotetradecane COCN1C(CNCCN(CCNCCCC1)C)C